(1s)-4-(benzyloxy)-3,5-dimethoxy-N-(1-(methylsulfonyl)piperidin-4-yl)benzamide C(C1=CC=CC=C1)OC1=C(C=C(C(=O)NC2CCN(CC2)S(=O)(=O)C)C=C1OC)OC